N-benzylcyclopropanamine C(C1=CC=CC=C1)NC1CC1